C(C)(C)NC(=O)C(C(=O)O)=C 2-(isopropylcarbamoyl)acrylic acid